N1,N1-dimethyl-N3-(5-(pyridin-2-yl)pyrimidin-2-yl)propane-1,3-diamine CN(CCCNC1=NC=C(C=N1)C1=NC=CC=C1)C